C1(CC1)C(=O)NC1=CC=C(C=N1)N1C=NC2=C1C=C(C=C2C)C(=O)N(C)C2=CC(=C(C=C2)F)OC 3-[6-(cyclopropanecarbonylamino)-3-pyridyl]-N-(4-fluoro-3-methoxy-phenyl)-N,7-dimethyl-benzimidazole-5-carboxamide